FC(C1=CN=C(S1)CN1CC2(CN(C2)C(=O)N2CC3(C2)CC(C3)N3N=C(N=C3)C(F)(F)F)C1)(F)F [6-[[5-(trifluoromethyl)thiazol-2-yl]methyl]-2,6-diazaspiro[3.3]heptan-2-yl]-[6-[3-(trifluoromethyl)-1,2,4-triazol-1-yl]-2-azaspiro[3.3]heptan-2-yl]methanone